NC1=CC(=C(C=C1)N1CCC(CC1)O)CC (4-amino-2-ethylphenyl)piperidin-4-ol